NC1(CC(C1)C1=NN2C(=NC=3C(=CC=CC3C2=N1)OC)NCC1=C(C=C(C=C1)OC)OC)C1=CC=C(C=N1)C(C)(C)O 2-(6-((1r,3r)-1-amino-3-(5-((2,4-dimethoxybenzyl)amino)-7-methoxy-[1,2,4]triazolo[1,5-c]quinazolin-2-yl)cyclobutyl)pyridin-3-yl)propan-2-ol